CC=1C=NC=CC1CN 1-(3-methylpyridin-4-yl)methylamine